1-(4-(2,3-dimethylphenyl)piperazin-1-yl)-2-(3-((3S,4R)-3-fluoro-4-hydroxypiperidine-1-carbonyl)-6-hydroxy-5,6-dihydrocyclopenta[c]pyrazol-1(4H)-yl)ethanone CC1=C(C=CC=C1C)N1CCN(CC1)C(CN1N=C(C2=C1C(CC2)O)C(=O)N2C[C@@H]([C@@H](CC2)O)F)=O